3,3,3-trifluoropropanethioamide FC(CC(N)=S)(F)F